3,5-di-tert-butyl-4-hydroxyphenylacryloyl chloride C(C)(C)(C)C=1C=C(C=C(C1O)C(C)(C)C)C=CC(=O)Cl